NC=1C=C(COCC2=C(C=CC(=N2)NC(OC(C)(C)C)=O)F)C=C(C1OC)C1=NN(C=N1)C Tert-butyl (6-(((3-amino-4-methoxy-5-(1-methyl-1H-1,2,4-triazol-3-yl)benzyl)oxy)methyl)-5-fluoropyridin-2-yl)carbamate